2-hexyl laurate C(CCCCCCCCCCC)(=O)OC(C)CCCC